C(C)N1C(CCC1)CC1(C(N(C(=C(C1)C(=O)N(C)C)C)C1=CC(=CC=C1)C(F)(F)F)=O)C(=O)N 3-[(1-ethylpyrrolidin-2-yl)methyl]-N5,N5,6-trimethyl-2-oxo-1-[3-(trifluoromethyl)phenyl]-1,2-dihydropyridine-3,5-dicarboxamide